C1(CC1)NC(=O)C1CCN(CC1)C(=O)OC(C)(C)C tert-Butyl 4-(cyclopropylcarbamoyl)piperidine-1-carboxylate